FC=1C=C(C=CC1)C=1CCCCC1 (S)-3'-fluoro-2,3,4,5-tetrahydro-[1,1'-biphenyl]